dihexyl diisobutylmalonate C(C(C)C)C(C(=O)OCCCCCC)(C(=O)OCCCCCC)CC(C)C